FC=C1CC2(CCCN2C1)COC=1N=C(C2=C(N1)CNCC2)OC 2-((2-(fluoromethylene)tetrahydro-1H-pyrrolizin-7a-yl)methoxy)-4-methoxy-5,6,7,8-tetrahydropyrido[3,4-d]pyrimidine